ClCC=1C=C(C(=O)OC)C=C(C1)OC methyl 3-(chloromethyl)-5-methoxy-benzoate